Z-Proline N1[C@@H](CCC1)C(=O)O